NC1=C(C2=C(N=C(N=C2Cl)C)N1C1=C(C(=CC=C1C)OC)C)C#N 6-amino-4-chloro-7-(3-methoxy-2,6-dimethylphenyl)-2-methylpyrrolo[2,3-d]pyrimidine-5-carbonitrile